C(#N)C1=CC=C(CNC(=O)C2=CC=3C(=C(N=NC3)OCC3(CC3)S(NCC3=NC=CC=C3)(=O)=O)N(C2=O)C)C=C1 N-(4-cyanobenzyl)-1-methyl-2-oxo-8-((1-(N-(pyridin-2-ylmethyl)sulfamoyl)cyclopropyl)methoxy)-1,2-dihydropyrido[2,3-d]pyridazine-3-carboxamide